4-benzyloxy-2-chloro-6-oxo-1,6-naphthyridine-6-ium C(C1=CC=CC=C1)OC1=CC(=NC=2C=C[N+](CC12)=O)Cl